4-(2-((4-bromophenyl)thio)acetamido)-1-phenethyl-1H-pyrazole-3-carboxylic Acid Potassium Salt [K+].BrC1=CC=C(C=C1)SCC(=O)NC=1C(=NN(C1)CCC1=CC=CC=C1)C(=O)[O-]